methyl (1R,2S,5S)-3-[(2S)-3,3-dimethyl-2-(thiazol-5-ylamino)butanoyl]-6,6-dimethyl-3-azabicyclo[3.1.0]hexane-2-carboxylate CC([C@@H](C(=O)N1[C@@H]([C@H]2C([C@H]2C1)(C)C)C(=O)OC)NC1=CN=CS1)(C)C